FC(S(=O)(=O)OC1=CCC(C1=O)(C)C)(F)F 4,4-dimethyl-5-oxocyclopent-1-en-1-yl trifluoromethanesulfonate